C(CCCCCCC)OC(=O)C1C(CCCC1)C(=O)OCCCCCCCC 1,2-cyclohexanedicarboxylic acid dioctyl ester